CC1(OC2(CCN(CC2)C=2OC3(C(N2)=O)CC2=CC=C(C=C2C3)OC)C=3C1=NC=CC3)C 2'-(7,7-dimethyl-1'H,7H-spiro[furo[3,4-b]pyridine-5,4'-piperidin]-1'-yl)-5-methoxy-1,3-dihydro-4'H-spiro[indene-2,5'-[1,3]oxazol]-4'-one